N-(3-chloro-5-(methylsulfonamido)phenyl)-5-(5-ethoxypyrimidin-2-yl)-1-methyl-1H-pyrrole-3-carboxamide ClC=1C=C(C=C(C1)NS(=O)(=O)C)NC(=O)C1=CN(C(=C1)C1=NC=C(C=N1)OCC)C